ethanoic acid methyl ester COC(C)=O